4-(3-(1-amino-3-methylbutan-2-ylidene)azetidin-1-yl)-6-fluoro-N-methyl-2-((2-methylpyrimidin-5-yl)oxy)-9H-pyrimido[4,5-b]indol-8-amine NCC(C(C)C)=C1CN(C1)C1=NC(=NC=2NC3=C(C=C(C=C3C21)F)NC)OC=2C=NC(=NC2)C